CC1(NC2=CC=3C(C=C2C(=C1)C)=C(C=1C=C2C(=CC(NC2=CC1[O+]3)(C)C)C)C3=C(C(=O)[O-])C=CC=C3)C 2-(2,2,4,8,10,10-Hexamethyl-1,2,10,11-tetrahydropyrano[3,2-g:5,6-g']diquinolin-13-ium-6-yl)benzoate